5-[2-[tert-Butyl(dimethyl)silyl]oxyethylamino]-N-(5-fluoropyrimidin-2-yl)-1-methyl-2-oxo-quinoline-3-carboxamide [Si](C)(C)(C(C)(C)C)OCCNC1=C2C=C(C(N(C2=CC=C1)C)=O)C(=O)NC1=NC=C(C=N1)F